tert-butyl 1-((1-(tert-butoxycarbonyl) azetidin-3-yl) methyl)-2-(chloromethyl)-1H-benzo[d]imidazole-6-carboxylate C(C)(C)(C)OC(=O)N1CC(C1)CN1C(=NC2=C1C=C(C=C2)C(=O)OC(C)(C)C)CCl